COC1=CC=C(C=C1)C1=NN=C(O1)NC(CC)C1CCC(CC1)C1=CC=NC2=CC=C(C=C12)C(F)(F)F 5-(4-methoxyphenyl)-N-(1-((1s,4s)-4-(6-(trifluoromethyl)quinolin-4-yl)cyclohexyl)propyl)-1,3,4-oxadiazol-2-amine